dioctyl phthalate (bis(2-ethylhexyl) phthalate) C(C)C(CC=1C(=C(C(C(=O)O)=CC1)C(=O)O)CC(CCCC)CC)CCCC.C(C=1C(C(=O)OCCCCCCCC)=CC=CC1)(=O)OCCCCCCCC